NC1=C(C=CC(=C1)NC(C(CBr)Br)=O)S(=O)(=O)O 2-amino-4-[(2,3-dibromo-1-oxo-propyl)amino]benzenesulfonic acid